CC(C)CCCC(CCCCCCCCCCCC)C 2,6-dimethyl-octadecane